2-hydroxy-3-(pyrazin-2-yl)propionic acid cyclopentyl ester C1(CCCC1)OC(C(CC1=NC=CN=C1)O)=O